[(E)-[amino-[3-[2-[[3-[3-(tert-butoxy carbonylamino)propanoylamino]phenyl]sulfonylamino]-2-thiazol-2-yl-ethyl]phenyl]methylene]amino] acetate C(C)(=O)O/N=C(\C1=CC(=CC=C1)CC(C=1SC=CN1)NS(=O)(=O)C1=CC(=CC=C1)NC(CCNC(=O)OC(C)(C)C)=O)/N